ClC=1C(=C2C(=NN(C2=CC1)C)I)OC 5-Chloro-3-iodo-4-methoxy-1-methyl-1H-indazole